(E)-6-(2,4-diethoxyphenyl)-N'-(3-methoxybenzylidene)pyrazine-2-carbohydrazide C(C)OC1=C(C=CC(=C1)OCC)C1=CN=CC(=N1)C(=O)N/N=C/C1=CC(=CC=C1)OC